rac-(3s,4s,5r)-3-methyl-4-nitro-5-phenylpyrrolidin-2-one C[C@@H]1C(N[C@@H]([C@H]1[N+](=O)[O-])C1=CC=CC=C1)=O |r|